P(OCCCCCC)(OCCCCCC)OCCCCCC Trihexyl phosphite